N-(1-(3,5-dichloropyridin-2-yl)ethyl)-6-fluoro-2-(methylsulfinyl)benzo[d]thiazol-7-amine ClC=1C(=NC=C(C1)Cl)C(C)NC1=C(C=CC=2N=C(SC21)S(=O)C)F